CO[C@@H]1CNC[C@@H]1C (3S,4S)-3-methoxy-4-methyl-pyrrolidin